8-Chloro-7-((2-methyl-1-((2-(trimethylsilyl)ethoxy)methyl)-1H-benzo[d]imidazol-6-yl)oxy)-2-(1-((tetrahydro-2H-thiopyran-4-yl)methyl)-1H-pyrazol-4-yl)quinoxaline ClC=1C(=CC=C2N=CC(=NC12)C=1C=NN(C1)CC1CCSCC1)OC=1C=CC2=C(N(C(=N2)C)COCC[Si](C)(C)C)C1